azido-tetrafluorobenzene N(=[N+]=[N-])C=1C(=C(C(=C(C1)F)F)F)F